C(#N)C(COC1=CC2=C(N(C(=N2)SCCCNC(OC(C)(C)C)=O)COCC[Si](C)(C)C)C=C1)O tert-butyl (3-((5-(2-cyano-2-hydroxyethoxy)-1-((2-(trimethylsilyl)ethoxy)methyl)-1H-benzo[d]imidazol-2-yl)thio)propyl)carbamate